OC1=COC2=C1C=CC(=C2)O 3,6-dihydroxybenzofuran